C1OCC12CN(C2)C2=NC=C(C=N2)COC2=CC=C(C=C2)C(C)(C)C2=CC=C(OC1CC(C1)NC(OC(C)(C)C)=O)C=C2 tert-butyl (3-(4-(2-(4-((2-(2-oxa-6-azaspiro[3.3]heptane-6-yl)pyrimidin-5-yl) methoxy)phenyl)propan-2-yl)phenoxy)cyclobutyl)carbamate